C1(CC1)N1C=NC(=C1)C(=O)N1C[C@H]2C([C@H]2C1)C1=NOC(C1)(C)C (1-cyclopropyl-1H-imidazol-4-yl)[(1R,5S,6r)-6-(5,5-dimethyl-4,5-dihydro-1,2-oxazol-3-yl)-3-azabicyclo[3.1.0]hex-3-yl]methanone